(7S,8aS)-7-(3-(4-fluoro-3-methoxyphenyl)propyl)hexahydropyrrolo[1,2-a]pyrazin-6(2H)-one FC1=C(C=C(C=C1)CCC[C@H]1C[C@@H]2N(CCNC2)C1=O)OC